N-(4-(benzo[d]thiazol-6-ylamino)-7-(1-methyl-1H-pyrazol-3-yl)quinazolin-6-yl)-3-(piperidin-1-yl)propanamide S1C=NC2=C1C=C(C=C2)NC2=NC=NC1=CC(=C(C=C21)NC(CCN2CCCCC2)=O)C2=NN(C=C2)C